7-nitrobenzo[d]Isothiazol-3-ol [N+](=O)([O-])C1=CC=CC=2C(=NSC21)O